CN1N=CC(=C1)C1=CC=CC(=N1)NC(=O)C=1C=C2C(=NC1N1CC3(COC3)C1)N=C(O2)N2CCOCC2 N-(6-(1-methyl-1H-pyrazol-4-yl)pyridin-2-yl)-2-morpholino-5-(2-oxa-6-azaspiro[3.3]heptan-6-yl)oxazolo[4,5-b]pyridine-6-carboxamide